FC12CC(C1)(C2)NC(C(=O)N[C@H](C(=O)N[C@@H](C[C@H]2C(NCC2)=O)C(CO)=O)CC2(CCC2)C)=O N1-(3-fluorobicyclo[1.1.1]pentan-1-yl)-N2-((S)-1-(((S)-4-hydroxy-3-oxo-1-((S)-2-oxopyrrolidin-3-yl)butan-2-yl)amino)-3-(1-methylcyclobutyl)-1-oxopropan-2-yl)oxalamide